tert-butyl (±)-4-hydroxy-2-(methylthio)-6,7,8,9-tetrahydro-5H-6,9-epiminocyclohepta[d]pyrimidine-10-carboxylate OC=1C2=C(N=C(N1)SC)C1CCC(C2)N1C(=O)OC(C)(C)C